(E)-1-(2-chlorophenyl)-3-(4-((E)-3-(4-methoxyphenyl)-3-oxoprop-1-en-1-yl)phenyl)prop-2-en-1-one ClC1=C(C=CC=C1)C(\C=C\C1=CC=C(C=C1)\C=C\C(=O)C1=CC=C(C=C1)OC)=O